tert-butyl N-(4-bromo-2-methoxy-phenyl)carbamate BrC1=CC(=C(C=C1)NC(OC(C)(C)C)=O)OC